N-(4-(4-(benzo[d]thiazol-5-ylamino)quinolin-6-yl)-3-fluorophenyl)-2,6-difluorobenzenesulfonamide S1C=NC2=C1C=CC(=C2)NC2=CC=NC1=CC=C(C=C21)C2=C(C=C(C=C2)NS(=O)(=O)C2=C(C=CC=C2F)F)F